C(C1=CC=CC=C1)NC(=O)NN(CC#C)CC(=O)OC(C)(C)C tert-butyl 2-(2-(benzylcarbamoyl)-1-(prop-2-ynyl)hydrazinyl)acetate